6-[3-[2-[2-[2-(2-benzyloxyethoxy)ethoxy]ethoxy]ethoxy]-2-[6-(2-hexyldecanoyloxy)hexoxy]propoxy]hexyl 2-hexyldecanoate C(CCCCC)C(C(=O)OCCCCCCOCC(COCCOCCOCCOCCOCC1=CC=CC=C1)OCCCCCCOC(C(CCCCCCCC)CCCCCC)=O)CCCCCCCC